CN(S(=O)(=O)C=1N=C2N(C=CN=C2)C1)[C@@H](C(F)(F)F)C1=CC=C(C=C1)OC (R)-N-methyl-N-(2,2,2-trifluoro-1-(4-methoxyphenyl)ethyl)imidazo[1,2-a]pyrazine-2-sulfonamide